C(C)(C)(C)OC(=O)N1C(C[C@@H](C1)C1=CC(=CC(=C1)F)F)=O (R)-4-(3,5-difluorophenyl)-2-oxopyrrolidine-1-carboxylic acid tert-butyl ester